(S)-N-(4-fluorophenyl)-N-(3-(6-(2-hydroxyprop-2-yl)pyridazin-3-yl)prop-2-yn-1-yl)-1-(6-methyl-4-(trifluoromethyl)pyridin-2-yl)-5-oxopyrrolidine-2-carboxamide FC1=CC=C(C=C1)N(C(=O)[C@H]1N(C(CC1)=O)C1=NC(=CC(=C1)C(F)(F)F)C)CC#CC=1N=NC(=CC1)C(C)(C)O